BrC=1C(=C(C(=NC1)I)N(C(OC(C)(C)C)=O)CCC=C)C tert-Butyl N-(5-bromo-2-iodo-4-methyl-3-pyridyl)-N-but-3-enyl-carbamate